C1(=CC=CC=C1)C1=NC=CN(C1C1=CC=CC=C1)NC 2,3-diphenyl-4-methylaminopyrazine